sodium potassium 2-(tert-butyl)-2-heptylmalonate C(C)(C)(C)C(C(=O)[O-])(C(=O)[O-])CCCCCCC.[K+].[Na+]